4-methoxy-3,4-dimethylpiperidine HCl salt Cl.COC1(C(CNCC1)C)C